C(C)(C)(C)NC(=O)[C@H]1N(CC2CCCCC2C1)C[C@H]([C@H](CC1=CC=CC=C1)NC(C(CC(=O)N)NC(=O)C1=NC2=CC=CC=C2C=C1)=O)O N-[(2S,3R)-4-[(3S)-3-(tert-butylcarbamoyl)-decahydroisoquinolin-2-yl]-3-hydroxy-1-phenylbutan-2-yl]-2-(quinolin-2-ylformamido)butanediamide